Leucyl-glycyl-selenomethionyl-phenylalanine N[C@@H](CC(C)C)C(=O)NCC(=O)N[C@@H](CC[Se]C)C(=O)N[C@@H](CC1=CC=CC=C1)C(=O)O